[N+](=O)([O-])C1=CC=C(C=C1)N1CCC(CC1)NC1CCN(CC1)C1=CC=C(C=C1)CC(=O)OC methyl 2-(4-(4-((1-(4-nitrophenyl)piperidin-4-yl)amino)piperidin-1-yl)phenyl)acetate